2-((6-(3-bromo-2-chlorophenyl)-2-methoxypyridin-3-yl)methyl)-2,5-diazaspiro[3.4]octan-6-one BrC=1C(=C(C=CC1)C1=CC=C(C(=N1)OC)CN1CC2(C1)NC(CC2)=O)Cl